ferulate C(\C=C\C1=CC(OC)=C(O)C=C1)(=O)[O-]